CC=1C=C(C(=CC1)C(C)(C)C)O.CC=1C=C(C(=CC1)C(C)(C)C)O.[Zn] zinc bis(3-methyl-6-tert-butylphenol)